C(C)(=O)C=1C=C(C(=O)N[C@H]2CCC3=CC(=CC=C23)N2C(=NC=3C2=NC(=CC3)N3N=CC=C3)C=3C(=NC=CC3)N)C=C(C1O)C=O (S)-3-acetyl-N-(5-(2-(2-aminopyridin-3-yl)-5-(1H-pyrazol-1-yl)-3H-imidazo[4,5-b]pyridin-3-yl)-2,3-dihydro-1H-inden-1-yl)-5-formyl-4-hydroxybenzamide